NC1=NN2C(N=CC=C2)=C1C(=O)NC=1C=NN(C1C1=C(C=CC(=C1)Cl)OC)CC(=O)N 2-amino-N-(1-(2-amino-2-oxoethyl)-5-(5-chloro-2-methoxyphenyl)-1H-pyrazol-4-yl)pyrazolo[1,5-a]pyrimidine-3-carboxamide